FC(C(NCC1=C(C(=CC=C1)[N+](=O)[O-])F)C1=C(C=C(C=C1)O)O)(F)F 4-(2,2,2-trifluoro-1-((2-fluoro-3-nitrobenzyl)amino)ethyl)benzene-1,3-diol